Hexahomomethionine CSCCCCCCCCC(C(=O)O)N